(S)-N-((2-(4-fluoro-6-(4,7-diazaspiro[2.5]octan-7-yl)pyridin-2-yl)-1,6-naphthyridin-7-yl)methyl)-4-methyl-3-(tetrahydrofuran-2-yl)benzamide FC1=CC(=NC(=C1)N1CCNC2(CC2)C1)C1=NC2=CC(=NC=C2C=C1)CNC(C1=CC(=C(C=C1)C)[C@H]1OCCC1)=O